O1CCN(CC1)C1=NC(=NC(=N1)N1CCOCC1)N\N=C\C=1C=C(C(=CC1)O)O (E)-4-((2-(4,6-dimorpholino-1,3,5-triazin-2-yl)hydrazono)methyl)benzene-1,2-diol